FC=1C=C(C2=C(C(=C(O2)C(C(F)(F)F)NC(=O)NC=2C=NC(=NC2)N2CC(C2)F)C)C1)F 1-(1-(5,7-difluoro-3-methylbenzofuran-2-yl)-2,2,2-trifluoroethyl)-3-(2-(3-fluoroazetidin-1-yl)pyrimidin-5-yl)urea